4-(2-bromopyridin-4-yl)morpholine BrC1=NC=CC(=C1)N1CCOCC1